C[Si]1(CN[C@@H](C1)C(=O)N[C@H](C(=O)OC)C[C@H]1C(NCCC1)=O)C methyl (2S)-2-[[(5R)-3,3-dimethyl-1,3-azasilolidine-5-carbonyl]amino]-3-[(3S)-2-oxo-3-piperidyl]propanoate